The molecule is a linear tetrasaccharide that consists of a 6-C-methyl-D-mannosyl residue at the non-reducing end and three D-mannosyl resides joined by sequential alpha-(1->2)-, alpha-(1->2)- and alpha-(1->3)-linkages. It is a deoxy oligosaccharide and a tetrasaccharide. C[C@@H]([C@@H]1[C@H]([C@@H]([C@@H]([C@H](O1)O[C@H]2[C@H]([C@@H]([C@H](O[C@@H]2O[C@H]3[C@H]([C@@H]([C@H](O[C@@H]3O[C@H]4[C@@H]([C@H](O[C@@H]([C@H]4O)O)CO)O)CO)O)O)CO)O)O)O)O)O)O